CC1=C(C=CC=C1)C1=C(C(=NC=2C[C@@H](CCC12)C1=C(N=CS1)C)N1CC2(CN(C2)C(C=C)=O)CC1)C#N (7R)-4-(2-methylphenyl)-7-(4-methyl-1,3-thiazol-5-yl)-2-(2-(2-propenoyl)-2,6-diazaspiro[3.4]octan-6-yl)-5,6,7,8-tetrahydro-3-quinolinecarbonitrile